Cl.C[C@H](C(C(=O)O)N)CCCO.BrC1=C(C=C(C=C1[2H])[2H])[2H] 1-bromobenzene-2,4,6-d 3(S)-methyl-2-amino-6-hydroxycaproate hydrochloride